(R)-3-(1-((2-(3,5-dichlorophenyl)-6-((6-(4-methylpiperazin-1-yl)pyridazin-3-yl)oxy)pyridin-4-yl)methyl)piperidin-4-yl)-2-methylpropanoic acid ClC=1C=C(C=C(C1)Cl)C1=NC(=CC(=C1)CN1CCC(CC1)C[C@H](C(=O)O)C)OC=1N=NC(=CC1)N1CCN(CC1)C